C1(=CC=CC=C1)N1C(C(CC1)C(=O)N)=O phenyl-2-oxopyrrolidine-3-carboxamide